C1(CC1)CN1C(=CC=2C1=C(N=CC2)OCCN2C=NC=C2)C=O 1-(cyclopropylmethyl)-7-(2-imidazol-1-ylethoxy)pyrrolo[2,3-c]pyridine-2-carbaldehyde